8-chloro-2-(4-chloro-2-hydroxy-5-methyl-phenyl)chromen-4-one ClC=1C=CC=C2C(C=C(OC12)C1=C(C=C(C(=C1)C)Cl)O)=O